The molecule is a hydrochloride salt obtained from equimola amounts of moricizine and hydrogen chloride. It has a role as an anti-arrhythmia drug. It contains a moricizine. CCOC(=O)NC1=CC2=C(C=C1)SC3=CC=CC=C3N2C(=O)CC[NH+]4CCOCC4.[Cl-]